1-(2',4',6'-trimethylbenzoyl)-2-methylimidazole CC1=C(C(=O)N2C(=NC=C2)C)C(=CC(=C1)C)C